BrC1=C(C2=C(CN3[C@@H](CO2)CN(CC3)C(=O)OC(C)(C)C)C=C1OC1CC1)F Tert-butyl (12aR)-9-bromo-8-(cyclopropyloxy)-10-fluoro-3,4,12,12a-tetrahydro-6H-pyrazino[2,1-c][1,4]benzoxazepine-2(1H)-carboxylate